N[C@@H](CNC1=C(SC2=C1C=1N=CC(=NC1C=C2)O)C(=O)OC)C methyl 9-{[(2R)-2-aminopropyl]amino}-3-hydroxythieno[3,2-f]quinoxaline-8-carboxylate